CC(C)(C)OC(C[C@@H]1OC(O[C@@H](C1)CCN1C(=C(C(=C1C(C)C)C(=O)ONC1=CC=CC=C1)C1=CC=CC=C1)C1=CC=C(C=C1)F)(C)C)=O (4R-Cis)-1,1-dimethylethyl-6-[2-[2-(4-fluorophenyl)-5-(1-methylethyl)-3-phenyl-4-[(phenylamino)-carboxy]-1H-pyrrol-1-yl] ethyl]-2,2-dimethyl-1,3-dioxane-4-acetate